C(C1=CC=CC=C1)OC1CCCC=2C3=C(C(OC12)=O)SC=C3 6-(benzyloxy)-6,7,8,9-tetrahydrothieno[2,3-c]chromen-4-one